1-(3-(azepan-1-yl)propyl)-3-(4-methyl-2-(4-(piperidin-3-ylmethyl)piperazin-1-yl)quinolin-6-yl)thiourea N1(CCCCCC1)CCCNC(=S)NC=1C=C2C(=CC(=NC2=CC1)N1CCN(CC1)CC1CNCCC1)C